pyridin-2-yl (pyridin-4-yl) ketone N1=CC=C(C=C1)C(=O)C1=NC=CC=C1